C(C1=CC=CC=C1)C1CCN(CC1)C(NO)=N 4-benzyl-N-hydroxypiperidine-1-carboximidamide